C1(CC1)CN1C(=NC2=C1C=CC=C2OC)NC(CC2=CC(=C(OC1=C(C(=O)N)C=CC=N1)C=C2)F)=O 2-(4-(2-((1-(cyclopropylmethyl)-4-methoxy-1H-benzo[d]imidazol-2-yl)amino)-2-oxoethyl)-2-fluorophenoxy)-nicotinamide